C(C1=CC=CC=C1)OC(=O)N1C2CC2CC(C1)O 4-hydroxy-2-azabicyclo[4.1.0]heptane-2-carboxylic acid benzyl ester